(1R,2R,3S,4S)-rel-bicyclo[2.2.1]heptane-2,3-dicarboxylic acid disodium salt [Na+].[Na+].[C@@H]12[C@H]([C@H]([C@@H](CC1)C2)C(=O)[O-])C(=O)[O-] |o1:2,3,4,5|